O=C1NC(CCC1N1CC2=CC=CC(=C2C1=O)NCCCCN1CCN(CC1)C1=NC=C(C(=O)N2CCC(CC2)CCCCNC(\C=C\C=2C=NC=CC2)=O)C=C1)=O (E)-N-(4-(1-(6-(4-(4-((2-(2,6-dioxopiperidin-3-yl)-3-oxoisoindoline-4-yl)amino)butyl)piperazin-1-yl)nicotinoyl)piperidin-4-yl)butyl)-3-(pyridin-3-yl)acrylamide